ClC1=CC=C(OC2=C(N=NN2)C(=O)OCC)C=C1 2-Ethyl 5-(4-chlorophenoxy)-1H-1,2,3-triazole-4-carboxylate